N-(3-((trifluoromethyl)thio)phenyl)-1H-pyrazole-5-carboxamide FC(SC=1C=C(C=CC1)NC(=O)C1=CC=NN1)(F)F